FC1=CC(=CC=2N(C(=NC21)C)C2CCN(CC2)C)C2=CNC1=NC=C(C=C12)C=1C=NC(=CC1)N1CCN(CC1)C 4-fluoro-2-methyl-6-(5-(6-(4-methylpiperazin-1-yl)pyridin-3-yl)-1H-pyrrolo[2,3-b]pyridin-3-yl)-1-(1-methylpiperidin-4-yl)-1H-benzo[d]imidazole